N-[(1S)-5-[2-(2-aminopyridin-3-yl)-5-(pyrazol-1-yl)imidazo[4,5-b]pyridin-3-yl]-2,3-dihydro-1H-inden-1-yl]-4-(benzyloxy)-5-(1,3-dioxolan-2-yl)-2-[2-(trimethylsilyl)ethynyl]benzamide NC1=NC=CC=C1C1=NC=2C(=NC(=CC2)N2N=CC=C2)N1C=1C=C2CC[C@@H](C2=CC1)NC(C1=C(C=C(C(=C1)C1OCCO1)OCC1=CC=CC=C1)C#C[Si](C)(C)C)=O